5-(4-isopropyl-5-(8-methoxy-[1,2,4]triazolo[1,5-a]pyridin-6-yl)-1H-pyrazol-3-yl)-2-(1-isopropylpiperidin-4-yl)thiazole C(C)(C)C=1C(=NNC1C=1C=C(C=2N(C1)N=CN2)OC)C2=CN=C(S2)C2CCN(CC2)C(C)C